C(C)(C)(C)C=1C=C(C=C(C1O)C(C)(C)C)CCC(=O)NCCCN (3,5-di-tert-butyl-4-hydroxyphenyl-propionyl)-trimethylenediamine